(9R,13S)-13-{4-[5-chloro-2-(1,2,3-thiadiazol-4-yl)phenyl]-6-oxo-1,6-dihydropyrimidin-1-yl}-3,9-dimethyl-3,4,7,15-tetraazatricyclo[12.3.1.02,6]Octadec-1(18),2(6),4,14,16-pentaen-8-one ClC=1C=CC(=C(C1)C=1N=CN(C(C1)=O)[C@H]1CCC[C@H](C(NC=2C=NN(C2C=2C=CN=C1C2)C)=O)C)C=2N=NSC2